ClC(Cl)N1C=NC2=C1C=C(C=C2)C(F)(F)F (dichloromethyl)-6-(trifluoromethyl)-1H-benzo[d]imidazole